COC1CC(C1)NC1=NC(=NC(=N1)NC1=CC=NC=C1)C1=CC=CC=C1 N2-(3-methoxycyclobutyl)-6-phenyl-N4-(pyridin-4-yl)-1,3,5-triazine-2,4-diamine